COC1=CC=C(C=C1)C=1C=2N(C=C(C1)C1=CC=CC=C1)C=C(N2)C2=CC=CC=C2 8-(4-methoxyphenyl)-2,6-diphenylimidazo[1,2-a]pyridine